4-amino-7-fluoro-N-(1-methyl-1H-pyrazol-4-yl)-N-((1'-methyl-3H-spiro[benzofuran-2,4'-piperidin]-5-yl)methyl)-1,3-dihydrofuro[3,4-c]quinoline-8-carboxamide NC1=NC=2C=C(C(=CC2C2=C1COC2)C(=O)N(CC=2C=CC1=C(CC3(CCN(CC3)C)O1)C2)C=2C=NN(C2)C)F